CN1CCN(CC1)C=1C=CC(=C(C1)NC1=NC=CC(=N1)N1C=C2C(N(CCC2=C1)C(=O)OC(C)(C)C)=O)OC(F)(F)F tert-butyl 2-(2-((5-(4-methylpiperazin-1-yl)-2-(trifluoromethoxy) phenyl) amino) pyrimidin-4-yl)-4-oxo-2,4,6,7-tetrahydro-5H-pyrrolo[3,4-c]pyridine-5-carboxylate